COC1=CC=C(CN[C@@H](C)CC=C)C=C1 (S)-N-(4-METHOXYBENZYL)PENT-4-EN-2-AMINE